ClC1=CC=NC2=CC=C(C=C12)C(F)F 4-chloro-6-(difluoromethyl)quinoline